B(O)(O)O.C(=C)N1C(CCC1)=O vinylpyrrolidone-boric acid